[Cl-].[K+].[OH-].[K+] potassium hydroxide potassium chloride salt